6-((1S,2S)-2-(1-Methyl-1H-pyrazol-3-yl)cyclobutyl)-4-oxo-1-((S)-1-(6-(trifluoromethyl)pyridin-3-yl)ethyl)-4,5-dihydro-1H-pyrazolo[3,4-d]pyrimidin-3-carbonitril CN1N=C(C=C1)[C@@H]1[C@H](CC1)C=1NC(C2=C(N1)N(N=C2C#N)[C@@H](C)C=2C=NC(=CC2)C(F)(F)F)=O